OC1CC=CCC1 5-hydroxy-2-cyclohexen